2-(4-((4-(ethyl((5-(trifluoromethyl)pyridin-2-yl)methyl)amino)-5-fluoro-7H-pyrrolo[2,3-d]pyrimidin-7-yl)methyl)-3-hydroxypiperidin-1-yl)acetamide C(C)N(C=1C2=C(N=CN1)N(C=C2F)CC2C(CN(CC2)CC(=O)N)O)CC2=NC=C(C=C2)C(F)(F)F